C[C@@]12C=CC[C@H]1[C@@H]1CCC3C[C@@H](CC[C@]3(C)[C@H]1CC2)O androsta-16-en-3a-ol